6-bromo-N-(4-methylsulfonylphenyl)isoquinolin-1-amine BrC=1C=C2C=CN=C(C2=CC1)NC1=CC=C(C=C1)S(=O)(=O)C